ethyl (2S)-2-[2-[2-bromo-4-fluoro-5-[3-methyl-2,6-dioxo-4-(trifluoromethyl)pyrimidin-1-yl]phenoxy]phenoxy]-2-fluoro-acetate BrC1=C(OC2=C(O[C@H](C(=O)OCC)F)C=CC=C2)C=C(C(=C1)F)N1C(N(C(=CC1=O)C(F)(F)F)C)=O